3-morpholino-4-tetrahydro-1H-pyrrol-1-ylcyclobut-3-ene-1,2-dione O1CCN(CC1)C=1C(C(C1N1CCCC1)=O)=O